N-(2-Bromo-4-(1,1,1,3,3,3-hexafluoro-2-methoxypropan-2-yl)-6-(trifluoromethyl)phenyl)-3-(4-bromo-N-(cyclopropylmethyl)benzamido)-2-fluorobenzamid BrC1=C(C(=CC(=C1)C(C(F)(F)F)(C(F)(F)F)OC)C(F)(F)F)NC(C1=C(C(=CC=C1)N(C(C1=CC=C(C=C1)Br)=O)CC1CC1)F)=O